O[C@@H]1C[C@H](N(CC1)C(=O)OC(C)(C)C)C tert-butyl (2r,4S)-4-hydroxy-2-methylpiperidine-1-carboxylate